O[C@@H]([C@@H](C(=O)N[C@@H](CC(C)C)B1OC(C[C@](O1)(C(=O)O)CC(=O)NC)=O)NC(C1=NC(=CC=C1)C1=CC=CC=C1)=O)C (S)-2-((R)-1-((2S,3R)-3-hydroxy-2-(6-phenylpicolinamido)butanamido)-3-methylbutyl)-4-(2-(methylamino)-2-oxoethyl)-6-oxo-1,3,2-dioxaborinane-4-carboxylic acid